C(CCC)(=O)OCCCCCCCCCCCCCCCCCCCCCCCCCCCCCC triacontyl n-butanoate